P(=O)(=O)[AsH2] phosphoarsine